C(C)N(CCCOC1=C(C=C2C(=CC=NC2=C1)OC1=C(C=C(C=C1)NC(=O)[C@]1([C@@H](C1)C)C(=O)NC1=CC=C(C=C1)F)F)OC)CC (1R,2R)-N-(4-{[7-{[3-(Diethylamino)propyl]oxy}-6-(methyloxy)chinolin-4-yl]oxy}-3-fluorophenyl)-N'-(4-fluorophenyl)-2-methylcyclopropan-1,1-dicarboxamid